N(C(=N)N)[C@H]1[C@@H](C1)C(=O)O trans-2-carbamimidamidocyclopropane-1-carboxylic acid